ClC=1C(=NC(=CC1)C)N1C(C2=CC(=C(C=C2C(=C1)C(C)C)O)F)=O (3-Chloro-6-methylpyridin-2-yl)-7-fluoro-6-hydroxy-4-isopropylisoquinolin-1(2H)-one